4-(4-((1-(7-amino-2-(furan-2-yl)-[1,2,4]triazolo[1,5-a][1,3,5]triazin-5-yl)piperidin-3-yl)methyl)piperazin-1-yl)-N-methylbenzamide NC1=NC(=NC=2N1N=C(N2)C=2OC=CC2)N2CC(CCC2)CN2CCN(CC2)C2=CC=C(C(=O)NC)C=C2